N1-((3-((1H-1,2,4-triazol-1-yl)methyl)oxetan-3-yl)methyl)-N4-(4-fluorophenyl)-2-(trifluoromethoxy)benzene-1,4-diamine N1(N=CN=C1)CC1(COC1)CNC1=C(C=C(C=C1)NC1=CC=C(C=C1)F)OC(F)(F)F